NC=1SC=C(N1)/C(/C(=O)OCC)=N/O Ethyl (Z)-2-(2-aminothiazol-4-yl)-2-(hydroxyimino)acetate